5-isopropyl-2,2-diphenyl-2H-benzo(H)benzopyran C(C)(C)C1=CC2=C(C3=C1C=CC(O3)(C3=CC=CC=C3)C3=CC=CC=C3)C=CC=C2